BrC1=CC2=C(SC=C2CO)C=C1 (5-bromobenzo[b]thiophen-3-yl)methanol